1-[1-[4-(1-amino-1-methyl-ethyl)phenyl]pyrazol-3-yl]-3-[(4S)-8-chloro-5-fluoro-chroman-4-yl]urea NC(C)(C)C1=CC=C(C=C1)N1N=C(C=C1)NC(=O)N[C@H]1CCOC2=C(C=CC(=C12)F)Cl